CN(C(=O)OC(C)(C)C)C(CC)I N-methyl-N-(t-butoxycarbonyl)aminoiodopropane